5-(3,6-dihydro-2H-pyran-4-yl)-4-((6-morpholinopyridin-3-yl)amino)pyrimidine-2-carboxylic acid O1CCC(=CC1)C=1C(=NC(=NC1)C(=O)O)NC=1C=NC(=CC1)N1CCOCC1